OC1=C(C(=O)N[C@@H](CO)C(=O)O)C=CC=C1O 2,3-dihydroxybenzoylserine